COC1=C(C=C(C(=C1)\N=N\C1=CC=C(C=C1)[N+](=O)[O-])OC)/N=N/C1=CC=2CCCN3C2C(=C1O)CCC3 9-((E)-(2,5-dimethoxy-4-((E)-(4-nitrophenyl)diazenyl)phenyl)diazenyl)-2,3,6,7-tetrahydro-1H,5H-pyrido[3,2,1-ij]quinolin-8-ol